C(C)(=O)O.C1(=CC=CS1)C(=O)C=1C=C2C=3C=C(C=CC3N(C2=CC1)CC)C(C(CC1CCCCC1)=NO)=O 1-(6-thenoyl-9-ethylcarbazol-3-yl)-(3-cyclohexyl)-propane-1,2-dione-2-oxime acetate